7-((2-Methyl-1H-imidazol-1-yl)methyl)-5-(1-methyl-3-(trifluoromethyl)-1H-pyrazol-4-yl)-3,4-dihydroisoquinolin-1(2H)-one CC=1N(C=CN1)CC1=CC(=C2CCNC(C2=C1)=O)C=1C(=NN(C1)C)C(F)(F)F